C(C)O[Si](C1=CC=C(C=C1)C)(OCC)OCC triethoxy(p-tolylsilane)